4-({2-chloro-3-[2-(trifluoromethyl)morpholine-4-carbonyl]phenyl}amino)-3-cyclopropyl-N-[imidazolidin-2-ylidene]benzamide (2R)-but-1,2-diylbis(4-methylbenzene-1-sulfonate) C([C@@H](CC)C1=C(C=CC(=C1)C)S(=O)(=O)O)C1=C(C=CC(=C1)C)S(=O)(=O)O.ClC1=C(C=CC=C1C(=O)N1CC(OCC1)C(F)(F)F)NC1=C(C=C(C(=O)N=C2NCCN2)C=C1)C1CC1